[OH-].C[N+](CCO)(CCO)CCO methyl-tris(hydroxyethyl)ammonium hydroxide